CNCC1=C(C=C(C(=C1)CNC)CNC)O 2,4,5-trimethylaminomethylphenol